Mono-1,5-hexadienyl maleate C(\C=C/C(=O)[O-])(=O)OC=CCCC=C